(2-propoxycyclohexane-1-yl)methylamine C(CC)OC1C(CCCC1)CN